6-(6-cyclopropyl-7-(2,2,2-trifluoroethoxy)imidazo[1,2-a]pyridin-3-yl)-N-((2S,4S)-2-methylpiperidin-4-yl)pyridin-2-amine C1(CC1)C=1C(=CC=2N(C1)C(=CN2)C2=CC=CC(=N2)N[C@@H]2C[C@@H](NCC2)C)OCC(F)(F)F